2-ethyl-3-[[1-[2-(2H-tetrazol-5-yl)-phenyl]-4-piperidyl]methyl]quinazolin-4-one C(C)C1=NC2=CC=CC=C2C(N1CC1CCN(CC1)C1=C(C=CC=C1)C=1N=NNN1)=O